4-[(6R)-2-(5-fluoro-2-pyridinyl)-6-methyl-5,6-dihydro-4H-pyrrolo[1,2-b]pyrazol-3-yl]-1H-pyrazolo[3,4-b]pyridine FC=1C=CC(=NC1)C=1C(=C2N(N1)[C@@H](CC2)C)C2=C1C(=NC=C2)NN=C1